C(C)(=O)OC\C=C(/C)\B1OC(C(O1)(C)C)(C)C (Z)-3-(4,4,5,5-tetramethyl-1,3,2-dioxaborolan-2-yl)but-2-en-1-yl acetate